tert-butyl (4S)-4-[3-[[6-[[2-chloro-6-(3-fluoro-5-isobutoxy-phenyl)pyridine-3-carbonyl]sulfamoyl]-2-pyridyl]amino]propyl]-2,2-dimethyl-pyrrolidine-1-carboxylate ClC1=NC(=CC=C1C(=O)NS(=O)(=O)C1=CC=CC(=N1)NCCC[C@H]1CC(N(C1)C(=O)OC(C)(C)C)(C)C)C1=CC(=CC(=C1)OCC(C)C)F